3-(3,5-dichlorophenyl)-3-(3-(hydroxymethyl)-1-(2-(5,6,7,8-tetrahydro-1,8-naphthyridin-2-yl)ethyl)-1H-pyrazole-4-carboxamido)propionic acid ClC=1C=C(C=C(C1)Cl)C(CC(=O)O)NC(=O)C=1C(=NN(C1)CCC1=NC=2NCCCC2C=C1)CO